1-((3S,4R)-3-fluoro-4-((1-(2-methoxyethyl)-6-((5-methylthiazol-2-yl)amino)-1H-pyrrolo[3,2-c]pyridin-4-yl)oxy)pyrrolidin-1-yl)prop-2-en-1-one F[C@H]1CN(C[C@H]1OC1=NC(=CC2=C1C=CN2CCOC)NC=2SC(=CN2)C)C(C=C)=O